OC(C(=O)N)(C)C=1SC=CN1 2-hydroxy-2-(thiazol-2-yl)propanamide